bromo-6-chloro-4-methoxypyridazine BrC=1N=NC(=CC1OC)Cl